tert-butyl N-[[4-[2-(4-hydroxybut-1-ynyl)pyrazolo[1,5-a]pyrimidin-7-yl]-2-methyl-phenyl]methyl]carbamate OCCC#CC1=NN2C(N=CC=C2C2=CC(=C(C=C2)CNC(OC(C)(C)C)=O)C)=C1